tert-butyl 4-(2-((1,3-dioxoisoindolin-2-yl)oxy)ethyl)piperazine-1-carboxylate O=C1N(C(C2=CC=CC=C12)=O)OCCN1CCN(CC1)C(=O)OC(C)(C)C